[IH2+].[I+] iodine, iodonium salt